ethyl 2-(2-bromo-7-methyl-4-oxo-6,7-dihydrothieno[3,2-c]pyridin-5-yl)acetate BrC1=CC=2C(N(CC(C2S1)C)CC(=O)OCC)=O